C1(CC1)C(=O)N1[C@H](CN(CC1)C(=O)OC(C)(C)C)CC Tert-butyl (S)-4-(cyclopropylformyl)-3-ethylpiperazine-1-carboxylate